isopropyl m-chloro carbanilate CC(C)OC(=O)NC1=CC(=CC=C1)Cl